4-(7-(8-ethylnaphthalen-1-yl)-2-((hexahydro-1H-pyrrolizin-7a-yl)methoxy)-5,6,7,8-tetrahydropyrido[3,4-d]pyrimidin-4-yl)-1,4-oxazepane C(C)C=1C=CC=C2C=CC=C(C12)N1CC=2N=C(N=C(C2CC1)N1CCOCCC1)OCC12CCCN2CCC1